heptadecyl-octyl-tripropoxysilane C(CCCCCCCCCCCCCCCC)C(CC)O[Si](OCCC)(OCCC)CCCCCCCC